NCCOCCOCCOCCOCCCC(=O)O 1-Amino-3,6,9,12-tetraoxapentadecane-15-carboxylic acid